[C@@H]12N(CC[C@@H](CC1)O2)C2=NC(=C(C(=O)NC1=CC(=CC=C1)S(NC(C)(C)C)(=O)=O)C=C2)N2CCC1(CC1)CC2 6-((1S,5R)-8-oxa-2-azabicyclo[3.2.1]oct-2-yl)-N-(3-(N-(tert-butyl)sulfamoyl)phenyl)-2-(6-azaspiro[2.5]oct-6-yl)nicotinamide